OC(C(=O)O)(CCCCCC\C=C/C\C=C/C\C=C/CC)O dihydroxyα-linolenic acid